Cl.FC(C1=CC=C(C=C1)/C=C/C1(CNCC1)O)(F)F 3-[(E)-2-[4-(trifluoromethyl)phenyl]vinyl]pyrrolidin-3-ol hydrochloride